(4-(Cyclopropanecarbonyl)piperazin-1-yl)(6-fluoro-4-(4-methoxy-4-methylpiperidin-1-yl)quinolin-3-yl)methanone C1(CC1)C(=O)N1CCN(CC1)C(=O)C=1C=NC2=CC=C(C=C2C1N1CCC(CC1)(C)OC)F